ClC1=CC=C(OC=2C=C(CN3CC4C(C3)CN(C4)C(=O)N4N=C(C(=C4)C(F)(F)F)C(=O)O)C=CC2)C=C1 1-(5-(3-(4-chlorophenoxy)benzyl)octahydropyrrolo[3,4-c]pyrrole-2-carbonyl)-4-(trifluoromethyl)-1H-pyrazole-3-carboxylic acid